4-fluoro-N-(4-fluorophenyl)-N-phenylaniline FC1=CC=C(N(C2=CC=CC=C2)C2=CC=C(C=C2)F)C=C1